C(C#C)OC1=CC=C(C[C@H](N)C(=O)O)C=C1 O-2-propyne-1-yl-L-tyrosine